C(C1=CC=CC=C1)[N+]1=CC2=C(OCC(N2)=O)C=C1 6-benzyl-4H-pyrido[4,3-b][1,4]oxazin-6-ium-3-one